FC=1C=C(CN2C(=NC=3C2=NC(=CN3)C=3C2=C(C(N(C3)C)=O)NC=C2)C)C=C(C1)C(F)(F)F 4-(1-(3-fluoro-5-trifluoromethylbenzyl)-2-methyl-1H-imidazo[4,5-b]pyrazin-6-yl)-6-methyl-1H-pyrrolo[2,3-c]pyridin-7(6H)-one